(R)-5-cyclopropyl-6-ethyl-3-((3-(2-(2-(methylamino)propanamido)ethyl)phenyl)amino)pyrazine-2-carboxamide C1(CC1)C=1N=C(C(=NC1CC)C(=O)N)NC1=CC(=CC=C1)CCNC([C@@H](C)NC)=O